C[NH2+]CCOC(C(=C)C)=O methyl-[2-(2-methylprop-2-enoyloxy)ethyl]ammonium